6'-Chloro-3,4'-difluoro-5-((3-methyl-3-((methylsulfonyl)methyl)azetidin-1-yl)methyl)-2,3'-bipyridine ClC1=CC(=C(C=N1)C1=NC=C(C=C1F)CN1CC(C1)(CS(=O)(=O)C)C)F